benzyl 3-(dimethoxymethyl)azetidine-1-carboxylate COC(C1CN(C1)C(=O)OCC1=CC=CC=C1)OC